NC(C(=O)O)CC=1C=NC=CC1F 2-amino-3-(4-fluoropyridin-3-yl)propanoic acid